(S)-3-bromo-2-chloro-2-methylpropionitrile BrC[C@@](C#N)(C)Cl